3-methoxy-6-(trifluoromethyl)pyrazine-2-carboxylic acid COC=1C(=NC(=CN1)C(F)(F)F)C(=O)O